1-(3,5-dichloropyridin-4-yl)ethan-2,2,2-d3-1-ol ClC=1C=NC=C(C1C(C([2H])([2H])[2H])O)Cl